ClC1=C(C(=O)N\N=C\[C@]2([C@@H](N3C(C[C@H]3S2(=O)=O)=O)C(=O)O)C)C=CC(=C1OC)OC (2s,3R,5R)-3-((e)-(2-(2-chloro-3,4-dimethoxybenzoyl)hydrazono)methyl)-3-methyl-7-oxo-4-thia-1-azabicyclo[3.2.0]heptane-2-carboxylic acid 4,4-dioxide